P(=O)(O)(O)CC(C(=O)O)=O phosphonopyruvic acid